C1(C=CC(N1C1=CC=C(OC2=CC=C(C=C2)CC2=CC=C(C=C2)OC2=CC=C(C=C2)N2C(C=CC2=O)=O)C=C1)=O)=O bis[4-(4-maleimidophenoxy)phenyl]methane